NCC1=NNC(C2=CC=C(C=C12)C=1C=NN(C1C1=C(C#N)C(=CC(=C1F)\C=C\F)OC1CC1)C)=C=O (E)-2-(4-(4-(aminomethyl)-1-carbonyl-1,2-dihydro-phthalazin-6-yl)-1-methyl-1H-pyrazol-5-yl)-6-cyclopropoxy-3-fluoro-4-(2-fluorovinyl)benzonitrile